CC(CC(=O)CC(C)C1(C(C=CC=C1)C1=CC=C(C=C1)C)C)C1(C(C=CC=C1)C1=CC=C(C=C1)C)C methyl-2-(4-methyl-phenyl)-1-methyl-phenyl-ethyl ketone